dioxaoctatriene O=CC=CC=COC